5-(1-(3,4-dichlorophenyl)pyrrolidin-3-yl)-6-methoxypyridinecarboxylic acid methyl ester COC(=O)C1=NC(=C(C=C1)C1CN(CC1)C1=CC(=C(C=C1)Cl)Cl)OC